C1(=CC=CC=C1)C1=CC(=NC=C1)N1CCC(CC1)NC(=S)NC=1C=NC=CC1 1-(1-(4-Phenylpyridin-2-yl)piperidin-4-yl)-3-(pyridin-3-yl)thiourea